(2S,5R)-2-Hydroxy-2-isopropyl-5-methylcyclohexan-1-one O[C@]1(C(C[C@@H](CC1)C)=O)C(C)C